C(CCC)C1C2C=CC(C1)C2 5-butylbicyclo-[2.2.1]hept-2-ene